2-(4-acetyl-2-ethylsulfonyl-phenyl)-6-cyclopropyl-7-(trifluoromethyl)imidazo[1,2-c]Pyrimidin-5-one C(C)(=O)C1=CC(=C(C=C1)C=1N=C2N(C(N(C(=C2)C(F)(F)F)C2CC2)=O)C1)S(=O)(=O)CC